2-Methyl-butanol CC(CO)CC